2-(1-benzhydryl-piperidin-4-yl)-N-propyl-1,2,3,4-tetrahydroisoquinolin-6-amine C(C1=CC=CC=C1)(C1=CC=CC=C1)N1CCC(CC1)N1CC2=CC=C(C=C2CC1)NCCC